F[C@H]1CN(CC[C@H]1NC1=C2C=C(N(C2=CC=C1)CC(F)(F)F)C1=NOC(=N1)CNC(=O)C=1C=NN(C1)C1CN(CC1)C)C N-{[3-(4-{[(3S,4R)-3-fluoro-1-methylpiperidin-4-yl]amino}-1-(2,2,2-trifluoroethyl)-1H-indol-2-yl)-1,2,4-oxadiazol-5-yl]methyl}-1-(1-methylpyrrolidin-3-yl)-1H-pyrazole-4-carboxamide